COC1=CC=C(CN(S(=O)(=O)[C@H](CC2=CC=CC=C2)CC=C)CC2=CC=C(C=C2)OC)C=C1 (S)-N,N-BIS(4-METHOXYBENZYL)-1-PHENYLPENT-4-ENE-2-SULFONAMIDE